6-Cyclopropyl-4-(4-fluoro-3-(4-(5-(trifluoromethyl)pyrimidin-2-yl)piperazine-1-carbonyl)benzyl)phthalazin-1(2H)-one C1(CC1)C=1C=C2C(=NNC(C2=CC1)=O)CC1=CC(=C(C=C1)F)C(=O)N1CCN(CC1)C1=NC=C(C=N1)C(F)(F)F